NC=1C=C(C(=O)OC)C=C(C1N[C@@H]1[C@@H](C1)C(F)F)F Methyl 3-amino-4-(((1s,2r)-2-(difluoromethyl) cyclopropyl) amino)-5-fluorobenzoate